2-Chloro-4-phenyl-6-(pyrrolidin-1-yl)pyrimidine ClC1=NC(=CC(=N1)C1=CC=CC=C1)N1CCCC1